Cl.NC(=O)[C@@H](O)[C@@H](O)[C@H](O)[C@H](O)CO aminomannose hydrochloride